3,3'-(cyclopentane-1,2-diylbis(oxy))dipropionitrile C1(C(CCC1)OCCC#N)OCCC#N